(S)-6-(3-amino-6-(2-fluoro-4-(2-isopropylmorpholino)phenyl)pyrazin-2-yl)-7-fluoro-3,4-dihydroisoquinolin-1(2H)-one NC=1C(=NC(=CN1)C1=C(C=C(C=C1)N1C[C@@H](OCC1)C(C)C)F)C=1C=C2CCNC(C2=CC1F)=O